4-(tert-butyl)-N-(2-(propylsulfonyl)benzo[D]thiazol-6-yl)benzenesulfonamide C(C)(C)(C)C1=CC=C(C=C1)S(=O)(=O)NC1=CC2=C(N=C(S2)S(=O)(=O)CCC)C=C1